C(#N)[C@@]1(N(CCC1)C(=O)C1=CC(=C2N1CCC1=CC(=C(C=C21)C(=O)NC=2C(N(C=CC2)C)=O)OC)CC(F)(F)F)C 3-[(2R)-2-cyano-2-methyl-pyrrolidine-1-carbonyl]-8-methoxy-N-(1-methyl-2-oxo-3-pyridyl)-1-(2,2,2-trifluoroethyl)-5,6-dihydropyrrolo[2,1-a]isoquinoline-9-carboxamide